C(C(=C)C)(=O)C(C)(C)O[Si](OC(C)C)(OC(C)C)CCC Methacryloylpropyl-trisisopropoxysilane